Oxospiro[indoline-3,3'-pyrrolidine]-5-d-5'-carboxamide O=C1NC(CC12CNC1=CC=C(C=C12)[2H])C(=O)N